N[C@@H](CC(C)C)C(=O)N[C@H]1[C@@H](O[C@@H]([C@H]([C@@H]1O)O)CO)N(C(CCCCCCCCCCC)=O)CCCCCCCCCCCCCCCCCC N-(2-deoxy-2-L-leucinamido-β-D-glucopyranosyl)-N-octadecyllauramide